(±)-linalyl acetate CC(=CCCC(C)(C=C)OC(=O)C)C